C/C(/C(C)=O)=C\C (3E)-3-methyl-3-penten-2-one